5-cyclopropyl-4-[(1-naphthyl)methyl]-2-oxo-8-(4-propoxy-3-methyl-phenyl)-7-thia-1-azabicyclo[4.3.0]non-3,5,8-triene-9-carboxylic acid C1(CC1)C=1C(=CC(N2C(=C(SC12)C1=CC(=C(C=C1)OCCC)C)C(=O)O)=O)CC1=CC=CC2=CC=CC=C12